ClC=1C(=NC=CC1C1=C(C(=CC=C1)C1=NC(=C(C=C1)C=1NCCN1)OC)Cl)C1=CC(=C(CNC[C@H](CC(=O)OC(C)C)O)C=C1)OC isopropyl (S)-4-((4-(3-chloro-4-(2-chloro-3-(5-(4,5-dihydro-1H-imidazol-2-yl)-6-methoxypyridin-2-yl)phenyl)pyridin-2-yl)-2-methoxybenzyl)amino)-3-hydroxybutanoate